FC=1C(=NC=CC1)C#N fluorocyanopyridine